FC1=CC=C(C(=O)N2C(C=3N(CC2)C(=NC3N3C(CCC3)=O)C3=NC(=NS3)CO)C)C=C1 1-(7-(4-Fluorobenzoyl)-3-(3-(hydroxymethyl)-1,2,4-thiadiazol-5-yl)-8-methyl-5,6,7,8-Tetrahydroimidazo[1,5-a]pyrazin-1-yl)pyrrolidin-2-one